4-(4-amino-1-butyl)morpholine NCCCCN1CCOCC1